COP(=O)(CCS(=O)(=O)F)OC 2-(dimethoxyphosphinyl)ethanesulfonyl fluoride